N-[1-(4-fluorophenyl)cyclopropyl]acetamide FC1=CC=C(C=C1)C1(CC1)NC(C)=O